C(C1=CC=CC=C1)OC([C@H](CC(C)C)NC(CC1=CC=CC=C1)=O)=O (S)-4-methyl-2-(2-phenylacetamido)pentanoic acid benzyl ester